N-(2-(2,6-dioxopiperidin-3-yl)-1-oxoisoindolin-5-yl)-1-(propan-2-yl-2-d)-1H-pyrrolo[2,3-b]pyridine-5-carboxamide O=C1NC(CCC1N1C(C2=CC=C(C=C2C1)NC(=O)C=1C=C2C(=NC1)N(C=C2)C(C)(C)[2H])=O)=O